tin (I) sulfide [Sn-]=S